N-(biphenyl-4-yl)-N-(9,9-dimethyl-9H-fluoren-2-yl)dibenzofuran-4-amine C1(=CC=C(C=C1)N(C1=CC=CC2=C1OC1=C2C=CC=C1)C1=CC=2C(C3=CC=CC=C3C2C=C1)(C)C)C1=CC=CC=C1